(2S,3S,4R,5R)-N-ethyl-3,4-dihydroxyl-5-(6-(methylamino)-2-(thiophen-2-yl)-9H-purin-9-yl)tetrahydrofuran-2-carboxamide C(C)NC(=O)[C@H]1O[C@H]([C@@H]([C@@H]1O)O)N1C2=NC(=NC(=C2N=C1)NC)C=1SC=CC1